trans-3-fluoro-5-[(3S)-2-[4-[[4-(3-hydroxyoxetan-3-yl)phenyl]methyl]cyclohexanecarbonyl]isoxazolidin-3-yl]benzonitrile FC=1C=C(C#N)C=C(C1)[C@H]1N(OCC1)C(=O)[C@@H]1CC[C@H](CC1)CC1=CC=C(C=C1)C1(COC1)O